N-(2,2'-dichloro-3'-(6-((3-fluoroazetidin-1-yl)methyl)-2-methoxypyridin-3-yl)-[1,1'-biphenyl]-3-yl)-1,5-dimethyl-4,5,6,7-tetrahydro-1H-imidazo[4,5-c]pyridine-2-carboxamide ClC1=C(C=CC=C1NC(=O)C=1N(C2=C(CN(CC2)C)N1)C)C1=C(C(=CC=C1)C=1C(=NC(=CC1)CN1CC(C1)F)OC)Cl